COC1=NC=C(C2=CC=CC=C12)\C=N\[S@@](=O)C(C)(C)C (S,E)-N-((1-methoxyisoquinolin-4-yl)methylene)-2-methylpropane-2-sulfinamide